(3-methyl-oxiran-2-yl)phenyl-methanone 2-methacrylamidoethyl-4-((4-amino-2-isobutyl-1H-imidazo[4,5-c]quinolin-1-yl)methyl)benzylcarbamate C(C(=C)C)(=O)NCCOC(NCC1=CC=C(C=C1)CN1C(=NC=2C(=NC=3C=CC=CC3C21)N)CC(C)C)=O.CC2C(O2)C(=O)C2=CC=CC=C2